5-(1-Iminoethyl)ornithin N=C(C)C(CC[C@H](N)C(=O)O)N